thiadiazine CC1NC(SC(=S)N1CCN2C(NC(SC2=S)C)C)C